Phenylethyl-amine C1(=CC=CC=C1)CCN